N-[2-(2-chloro-4-methylphenyl)-2,2-difluoroethyl]-3-[(3-cyclopropyl-2-fluorophenyl)thio]cinnoline-4-carboxamide ClC1=C(C=CC(=C1)C)C(CNC(=O)C1=C(N=NC2=CC=CC=C12)SC1=C(C(=CC=C1)C1CC1)F)(F)F